NC1=CC=C(C=C1)SC1=C(C=C(C=C1)N)C 4-((4-aminophenyl)thio)-3-methylbenzenamine